FC(CN1N=NC2=C1C=C(C=C2)C2=CNC=1N=C(N=C(C12)OC)NC1CC(C1)(O)C)F (1r,3r)-3-((5-(1-(2,2-difluoroethyl)-1H-benzo[d][1,2,3]triazol-6-yl)-4-methoxy-7H-pyrrolo[2,3-d]pyrimidin-2-yl)amino)-1-methylcyclobutan-1-ol